CC1=NC(=CC=C1N1N=C2C(=C1)CN(C2)CC2=NN1C(C(NC3=C(C=CC=C13)F)=O)=C2C)C(NC)=O ((2-(2-methyl-6-(methylcarbamoyl)pyridin-3-yl)-2,6-dihydropyrrolo[3,4-c]pyrazol-5(4H)-yl)methyl)-6-fluoro-3-methylpyrazolo[1,5-a]quinoxalin-4(5H)-one